ClC1=C(C=C(OCC(=O)NC23CC(C2)(C3)C(=O)NCCOC3=CC(=C(C=C3)Cl)F)C=C1)F 3-[2-(4-chloro-3-fluorophenoxy)acetamido]-N-[2-(4-chloro-3-fluorophenoxy)ethyl]bicyclo[1.1.1]pentane-1-carboxamide